2,6-dibromo-N-methylpyridin-4-amine BrC1=NC(=CC(=C1)NC)Br